methyl (1r,4S,6'S)-4-(3-chloroanilino)-6'-[(2R)-3-hydroxy-2-methylpropyl]-6',7'-dihydro-2'H-spiro[cyclohexane-1,5'-indeno[5,6-d][1,3]dioxole]-4-carboxylate ClC=1C=C(NC2(CCC3([C@H](CC4=CC=5OCOC5C=C34)C[C@H](CO)C)CC2)C(=O)OC)C=CC1